3-(N-BUTYLCARBAMOYL)-4-FLUOROPHENYLBORONIC ACID C(CCC)NC(=O)C=1C=C(C=CC1F)B(O)O